4-carbamoyl-4-{4-[4-(2-morpholin-4-yl-ethyl)-benzyloxy]-1-oxo-1,3-dihydro-isoindol-2-yl}-butyric acid methyl ester COC(CCC(N1C(C2=CC=CC(=C2C1)OCC1=CC=C(C=C1)CCN1CCOCC1)=O)C(N)=O)=O